3-(2-fluoro-3-(2-oxo-1,2-dihydropyridin-3-yl)benzyl)-2-oxo-3,4-dihydro-2H-benzo[e][1,3]oxazin-7-yl dimethylcarbamate CN(C(OC1=CC2=C(CN(C(O2)=O)CC2=C(C(=CC=C2)C=2C(NC=CC2)=O)F)C=C1)=O)C